ClC1=C(C#N)C=C(C=C1)C(=O)N1CC=2C(=NN3C2C(N(CC3)[C@H](C)C3=CC=C(C=C3)C(F)(F)F)=O)C[C@H]1C |o1:22| 2-Chloro-5-((R)-3-methyl-10-oxo-9-((R*)-1-(4-(trifluoromethyl)phenyl)ethyl)-1,2,3,4,7,8,9,10-octahydropyrido[4',3':3,4]pyrazolo[1,5-a]pyrazine-2-carbonyl)benzonitrile